N-(6-((8'-METHYL-1',5'-DIOXO-1',5'-DIHYDRO-2'H-SPIRO[CYCLOHEXANE-1,3'-IMIDAZO[1,5-A]PYRIDIN]-6'-YL)AMINO)PYRIMIDIN-4-YL)CYCLOPROPANECARBOXAMIDE CC1=C2N(C(C(=C1)NC1=CC(=NC=N1)NC(=O)C1CC1)=O)C1(NC2=O)CCCCC1